N-[1-(2-fluorophenyl)cyclopropyl]-5-[5-(trifluoromethyl)-1,2,4-oxadiazol-3-yl]thiazol-2-amine FC1=C(C=CC=C1)C1(CC1)NC=1SC(=CN1)C1=NOC(=N1)C(F)(F)F